(1S,3S)-3-((3-cyclopropyl-5-(5-(Hydroxymethyl)-1-methyl-1H-1,2,3-triazol-4-yl)pyrazin-2-yl)oxy)cyclohexane-1-carboxylic acid methyl ester COC(=O)[C@@H]1C[C@H](CCC1)OC1=NC=C(N=C1C1CC1)C=1N=NN(C1CO)C